ethyl 7-(7-oxaspiro[3.5]nonan-2-yl)-5,6,7,8-tetrahydro-1,7-naphthyridine-3-carboxylate C1C(CC12CCOCC2)N2CCC=1C=C(C=NC1C2)C(=O)OCC